2-(4-isopropyl-4-methyl-5-oxo-2-imidazolin-2-yl)-5-(methoxymethyl)nicotinic acid C(C)(C)C1(N=C(NC1=O)C1=C(C(=O)O)C=C(C=N1)COC)C